(S)-2-(2,6-Dioxopiperidin-3-yl)-5-(4-((1-(3-(1-methyl-1H-imidazol-4-yl)-4-((4-(trifluoromethyl)benzyl)amino)benzoyl)piperidin-4-yl)methyl)piperidin-1-yl)isoindoline-1,3-dione O=C1NC(CC[C@@H]1N1C(C2=CC=C(C=C2C1=O)N1CCC(CC1)CC1CCN(CC1)C(C1=CC(=C(C=C1)NCC1=CC=C(C=C1)C(F)(F)F)C=1N=CN(C1)C)=O)=O)=O